FC=1C(=C(C(=O)OC)C=C(C1F)C=O)NC1=C(C=C(C=C1)I)F methyl 3,4-difluoro-2-((2-fluoro-4-iodophenyl)amino)-5-formylbenzoate